2,10,11-Trihydroxyaporphine HBr Br.OC1=CC=2C3=C(C(=CC=C3CC3N(CCC(=C1)C23)C)O)O